NC1=C(C=CC(=C1)N1CCOCC1)NC(=O)C=1N(N=C(C1)NC(C1=CC(=C(C=C1)OC)Cl)=O)CC1=CC=C(C=C1)OC N-(2-amino-4-morpholino-phenyl)-5-[(3-chloro-4-methoxy-benzoyl)amino]-2-[(4-methoxyphenyl)methyl]pyrazole-3-carboxamide